2,6-dichloro-5-fluoro-1,3-benzoxazole ClC=1OC2=C(N1)C=C(C(=C2)Cl)F